4,4'-((methylenebis(4,1-phenylene))bis(oxy))diphthalonitrile C(C1=CC=C(C=C1)OC=1C=C(C(C#N)=CC1)C#N)C1=CC=C(C=C1)OC=1C=C(C(C#N)=CC1)C#N